(2-amino-[1,2,4]triazolo[1,5-a]pyridin-7-yl)-N-(3-(4-chlorophenyl)-2,2-difluoro-3-hydroxybutyl)-2-fluoro-6-methylbenzamide NC1=NN2C(C=C(C=C2)C=2C(=C(C(=O)NCC(C(C)(O)C3=CC=C(C=C3)Cl)(F)F)C(=CC2)C)F)=N1